(dimethyl)succinic acid CC(C(C(=O)O)C)C(=O)O